tert-butyl (4-bromo-3-cyano-7-fluorobenzo[b]thiophene-2-yl)carbamate BrC1=CC=C(C=2SC(=C(C21)C#N)NC(OC(C)(C)C)=O)F